1-(tert-butoxy)butane C(C)(C)(C)OCCCC